5-bromo-N3-(2,2-difluoroethyl)pyridine-2,3-diamine BrC=1C=C(C(=NC1)N)NCC(F)F